C1(CCC1)C1=CC=C(C=C1)N1N=C2CCN(C[C@H]3C2=C1CCN3)C(C=C)=O |o1:17| (R or S)-1-(2-(4-cyclobutylphenyl)-2,3,4,5,5a,6,8,9-octahydro-7H-1,2,5,7-tetraazabenzo[cd]azulen-7-yl)prop-2-en-1-one